C(C)N(CCC(=O)N)CC 3-(diethylamino)propanamide